4-(1,3-dithian-2-yl)-2-methoxyphenyl 5-methylhexanoate CC(CCCC(=O)OC1=C(C=C(C=C1)C1SCCCS1)OC)C